N[C@H]1CN(CCC1)C1=C(C=C2C(C(=CN(C2=C1)C1CC1)CN(CC1=CC(=NC=C1)C)[C@@H]1CN(CCC1)C=1C=NC(=CC1)C)=O)F 7-[(3R)-3-aminopiperidin-1-yl]-1-cyclopropyl-6-fluoro-3-({[(3S)-1-(6-methylpyridin-3-yl)piperidin-3-yl][(2-methylpyridin-4-yl)methyl]amino}methyl)-1,4-dihydroquinolin-4-one